4-iodo-2,5-dimethylaniline IC1=CC(=C(N)C=C1C)C